Phenyl cyclopropyl sulfide C1(CC1)SC1=CC=CC=C1